1-(cycloheptylmethyl)-3-(isoquinolin-4-yl)-6-(oxazol-2-yl)thieno[3,2-d]pyrimidine-2,4(1H,3H)-dione C1(CCCCCC1)CN1C(N(C(C2=C1C=C(S2)C=2OC=CN2)=O)C2=CN=CC1=CC=CC=C21)=O